5-thiomorpholinothiophene-2-carbaldehyde S1CCN(CC1)C1=CC=C(S1)C=O